L-cysteine-hydrochloride Cl.N[C@@H](CS)C(=O)O